CN(C(=O)C=1N=CC=2N(C1)C(=CN2)C=2C=CC(=NC2)NC(OC)=O)C2=CC(=CC=C2)S(=O)(=O)C methyl N-[5-[6-[methyl-(3-methylsulfonylphenyl)carbamoyl]imidazo[1,2-a]pyrazin-3-yl]-2-pyridyl]carbamate